3-(6-(6-(Difluoromethyl)-2-azaspiro[3.3]heptan-2-yl)pyridin-3-yl)-N-(3-fluoro-4-(3-fluoro-1-((2-(trimethylsilyl)ethoxy)methyl)-1H-pyrazol-4-yl)phenyl)-1-methyl-1H-1,2,4-triazol-5-amine FC(C1CC2(CN(C2)C2=CC=C(C=N2)C2=NN(C(=N2)NC2=CC(=C(C=C2)C=2C(=NN(C2)COCC[Si](C)(C)C)F)F)C)C1)F